CC1=CC=C2C(=CNC2=C1)CC1=CNC2=CC(=CC=C12)[N+](=O)[O-] 6-methyl-3-((6-nitro-1H-indol-3-yl)methyl)-1H-indole